NCCCC1=NOC(N1)=O 3-(3-aminopropyl)-1,2,4-oxadiazol-5(4H)-one